tert-butyl N-[4-(propylamino)but-2-ynyl]carbamate C(CC)NCC#CCNC(OC(C)(C)C)=O